OC(=O)C(F)(F)F.[C@H]12CNC[C@@H]2C1C(=O)C1=NC=CC=C1 (1R,5S,6r)-3-azabicyclo[3.1.0]hex-6-yl(2-pyridinyl)methanone TFA Salt